(2S)-2-[(tert-Butoxycarbonyl)amino]-3-[4-(benzamido)phenyl]propanamide C(C)(C)(C)OC(=O)N[C@H](C(=O)N)CC1=CC=C(C=C1)NC(C1=CC=CC=C1)=O